((E)-4-fluorobenzylidene)-4-fluoro-2,3-dihydro-1H-inden-1-one-O-benzyl oxime C(C1=CC=CC=C1)ON=C1/C(/CC2=C(C=CC=C12)F)=C/C1=CC=C(C=C1)F